2-chloro-5-(nitromethyl)pyrrol-3-one ClC1=NC(=CC1=O)C[N+](=O)[O-]